C/C/1=C\\CC/C(=C/CC/C(=C/[C@H]2[C@@H](CC1)[C@@H](C(=O)O2)CN(C)C)/C)/C(=O)O The molecule is a cembrane diterpenoid isolated from Lobophytum and shown to have anti-HIV-1 activity. It has a role as an anti-HIV-1 agent and a coral metabolite. It is a cembrane diterpenoid, a gamma-lactone, a monocarboxylic acid and a tertiary amine.